N-(5-(6-(4-(tert-butyl)-2-(pyridin-2-yl)phenyl)-1-oxo-3,4-dihydroisoquinolin-2(1H)-yl)-2-((2-methoxyethoxy)methoxy)phenyl)methanesulfonamide C(C)(C)(C)C1=CC(=C(C=C1)C=1C=C2CCN(C(C2=CC1)=O)C=1C=CC(=C(C1)NS(=O)(=O)C)OCOCCOC)C1=NC=CC=C1